tin antimony nickel phosphorus [P].[Ni].[Sb].[Sn]